C1(=CC=CC=C1)C1=C(C=CC=2C3=CC=CC=C3C3(C12)C1CC2CC(CC3C2)C1)N phenylspiro[adamantane-2,9'-fluorene]-2'-amine